2-methyl-1-[4-(methyl-thio)phenyl]-2-morpholino-propan-1-one CC(C(=O)C1=CC=C(C=C1)SC)(C)N1CCOCC1